C(C)(C)(C)OC(=O)N1CC(CCC1)OCC(=O)O N-(tert-butoxycarbonyl)-3-carboxymethoxypiperidine